2-(3-hydroxy-3-methyl-butyl)-5-[[6-(trifluoromethyl)pyridine-2-carbonyl]amino]pyrazolo[1,5-a]pyridine-6-carboxylic acid OC(CCC1=NN2C(C=C(C(=C2)C(=O)O)NC(=O)C2=NC(=CC=C2)C(F)(F)F)=C1)(C)C